C1(CC1)C1=NC=NC(=C1C1=NN2C(N(C(CC2)=O)[C@@H](C)C2=CC=C(C=C2)C=2N(C=C(N2)C(F)(F)F)C(C)C)=C1)OC (S)-2-(4-cyclopropyl-6-methoxypyrimidin-5-yl)-4-(1-(4-(1-isopropyl-4-(trifluoromethyl)-1H-imidazol-2-yl)phenyl)ethyl)-6,7-dihydropyrazolo[1,5-a]pyrimidin-5(4H)-one